COC=1C=C2CCC(C2=CC1OC)NC(C(N1C(NC2=CC=CC=C2C1=O)=O)CC)=O N-(2,3-Dihydro-5,6-dimethoxy-1H-inden-1-yl)-α-ethyl-1,4-dihydro-2,4-dioxo-3(2H)-quinazolineacetamide